Tetraglyceryloleat C(C(O)CO)C(C(C(=O)[O-])(CC(O)CO)CC(O)CO)(CCCCC\C=C/CCCCCCCC)CC(O)CO